nopaline NC(=N)NCCCC(C(=O)O)NC(C(=O)O)CCC(=O)O